ClC=1C(=C(C(=CC1)N1N=NN=C1)C1=CC(N2C(CCC2C1)C=1NC(=CN1)C1=C(C(=NC=C1)CO)F)=O)F 7-(3-chloro-2-fluoro-6-(1H-tetrazol-1-yl)phenyl)-3-(5-(3-fluoro-2-(hydroxymethyl)pyridin-4-yl)-1H-imidazol-2-yl)-2,3,8,8a-tetrahydroindolizin-5(1H)-one